N1=C(C=CC=C1)N1CCCCC1 Pyridin-2-yl-piperidine